FC=1C=C(C=CC1)[C@H](CNC(C)(C)C1CCC(CC1)C(=O)OC)O methyl (1S,4s)-4-(2-(((R)-2-(3-fluorophenyl)-2-hydroxyethyl)-amino)propan-2-yl)cyclohexane-1-carboxylate